CN1C2CN(C(C1)C2)C2=NC1=C(N2C(=O)NCCOC2=CC=CC=C2)C=CC=C1 (5-Methyl-2,5-diazabicyclo[2.2.1]heptan-2-yl)-N-(2-phenoxyethyl)-1H-benzo[d]imidazole-1-carboxamide